N1=NN(C2=NC=CC=C21)C2=CC(=C(C(=O)N([C@H]1CNCCC1)C1=NC=CC3=CC(=CC=C13)CCC(=O)O)C=C2)F (R)-3-(1-(4-(3H-[1,2,3]triazolo[4,5-b]pyridin-3-yl)-2-fluoro-N-(piperidin-3-yl)benzamido)isoquinolin-6-yl)propanoic acid